(S)-2-(7-hydroxycarbamoyl-heptanoylamino)-3-thiophen-2-yl-propionic acid methyl ester COC([C@H](CC=1SC=CC1)NC(CCCCCCC(NO)=O)=O)=O